N-(2,3-difluorobenzyl)-4-(1H-indazol-5-yl)-5-(6-methylpyridin-2-yl)-1H-imidazol-2-amine FC1=C(CNC=2NC(=C(N2)C=2C=C3C=NNC3=CC2)C2=NC(=CC=C2)C)C=CC=C1F